1-(5-{[(5-Chlorothiophen-2-yl)methyl]amino}-3-(piperidin-4-yl)-1H-pyrazol-1-yl)-2,2-dimethylpropan-1-on ClC1=CC=C(S1)CNC1=CC(=NN1C(C(C)(C)C)=O)C1CCNCC1